(6-(2-(pyridin-2-yl) vinyl)-4-(pyridin-4-yl) quinolin-2-yl) glycinate NCC(=O)OC1=NC2=CC=C(C=C2C(=C1)C1=CC=NC=C1)C=CC1=NC=CC=C1